FC(C)(F)N1N=C(C(=C1)F)[S@@](=O)(N)=NC(NC1=C2C(=NC3=C1CCC3)CCC2)=O (R)-1-(1,1-difluoroethyl)-4-fluoro-N'-((1,2,3,5,6,7-hexa-hydrodicyclopenta[b,e]pyridin-8-yl)carbamoyl)-1H-pyrazole-3-sulfonimidamide